(1R)-1-{3-[3-(Difluoromethoxy)phenyl]-1,2,4-oxadiazol-5-yl}-6-azaspiro[2.5]octan-6-sulfonamid FC(OC=1C=C(C=CC1)C1=NOC(=N1)[C@@H]1CC12CCN(CC2)S(=O)(=O)N)F